3-{[2-(4-chlorophenyl) imidazo[1,2-a]pyrimidin-3-yl] methyl}-3,8-diazabicyclo[3.2.1]octane-8-carboxylate ClC1=CC=C(C=C1)C=1N=C2N(C=CC=N2)C1CN1CC2CCC(C1)N2C(=O)[O-]